CO[C@H]1C[C@H](C1)NC1=NN2C(C=N1)=C(C=C2)C2=CC=1C(=NC=CN1)N=C2 N-(cis-3-methoxycyclobutyl)-5-(pyrido[2,3-b]pyrazin-7-yl)pyrrolo[2,1-f][1,2,4]triazin-2-amine